4-[6-[(2,4-dimethoxyphenyl)methylcarbamoyl]-1-methyl-pyrazolo-[4,3-C]pyridin-4-yl]oxazole-5-carboxylic acid ethyl ester C(C)OC(=O)C1=C(N=CO1)C1=NC(=CC2=C1C=NN2C)C(NCC2=C(C=C(C=C2)OC)OC)=O